O=C(CN1CCC(CC1)N(C(CC)=O)C1=CC=CC=C1)N1C=CC=C1 N-(1-(2-oxo-2-(pyrrol-1-yl)ethyl)piperidin-4-yl)-N-phenylpropionamide